4-Chloro-2-fluoro-benzoic acid [(2R)-3-(3-ethyl-4-oxo-spiro[6,8-dihydro-5H-pyrazolo[4,3-c]azepin-7,4'-tetrahydropyran]-1-yl)-2-methyl-propyl] ester C(C)C1=NN(C2=C1C(NCC1(CCOCC1)C2)=O)C[C@H](COC(C2=C(C=C(C=C2)Cl)F)=O)C